N-(β-aminoethyl)-γ-aminopropyl-trimethyldimethoxysilane NCCNCCC[SiH](OC(C)(C)C)OC